C(#N)C1=CC=C(C=N1)CNC(=O)C=1C(=C2C=CC(=NC2=CN1)NC(CCOC)=O)O N-((6-cyanopyridin-3-yl)methyl)-5-hydroxy-2-(3-methoxypropionylamino)-1,7-naphthyridine-6-carboxamide